C(C1=CC=C(C(=O)O)C=C1)(=O)O.CCCCCC hexan-terephthalat